ClC=1C(=C(C=CC1)CN1[C@@H](C[C@](CC1)(C(=O)O)CC1=NC(=CC=C1F)NC1=NNC(=C1)C)C)F (2R,4S)-1-[(3-chloro-2-fluoro-phenyl)methyl]-4-[[3-fluoro-6-[(5-methyl-1H-pyrazol-3-yl)amino]-2-pyridyl]methyl]-2-methyl-piperidine-4-carboxylic acid